8-bromo-7-chloro-3-methyl-1-oxo-1,2-dihydro-2,6-naphthyridine-4-carboxylic acid tert-butyl ester C(C)(C)(C)OC(=O)C1=C(NC(C2=C(C(=NC=C12)Cl)Br)=O)C